N-methyl-2-[(2-methyl-7-nitro-12-oxo-4-oxa-1-azatricyclo[7.3.1.05,13]trideca-5(13),6,8,10-tetraen-11-yl)oxy]acetamide CNC(COC1=CC2=CC(=CC=3OCC(N(C1=O)C32)C)[N+](=O)[O-])=O